C1(CC1)S(=O)(=O)N1N=CC(=C1)C1=NC=CC(=N1)C1(NC=C(C(=C1)NC(C)C)F)N 2-(2-(1-(Cyclopropylsulfonyl)-1H-pyrazol-4-yl)pyrimidin-4-yl)-5-fluoro-N4-isopropylpyridine-2,4-diamine